(2-(2,2,7-trifluoro-3-oxo-6-(perfluorophenyl)-2,3-dihydro-4H-benzo[b][1,4]oxazin-4-yl)acetyl)glycine FC1(C(N(C2=C(O1)C=C(C(=C2)C2=C(C(=C(C(=C2F)F)F)F)F)F)CC(=O)NCC(=O)O)=O)F